1-(3,5-dichloropyridin-4-yl)ethoxyl-N-(4-(4-hydroxypiperidin-1-yl)phenyl)-1H-indazole-3-carboxamide ClC=1C=NC=C(C1C(ON1N=C(C2=CC=CC=C12)C(=O)NC1=CC=C(C=C1)N1CCC(CC1)O)C)Cl